3-(1'-(3-(1H-pyrazol-1-yl)benzyl)-6-oxo-6,8-dihydro-2H,7H-spiro[furo[2,3-e]isoindole-3,4'-piperidin]-7-yl)piperidine-2,6-dione N1(N=CC=C1)C=1C=C(CN2CCC3(CC2)COC2=C4CN(C(C4=CC=C23)=O)C2C(NC(CC2)=O)=O)C=CC1